1-(2-chloromethylphenyl)-3-(3-chlorophenyl)imidazolin-2-one ClCC1=C(C=CC=C1)N1C(N(CC1)C1=CC(=CC=C1)Cl)=O